tert-butyl-di(tert-butylperoxyisopropyl)benzene peroxybenzoate C(C1=CC=CC=C1)(=O)OO.C(C)(C)(C)C=1C(=C(C=CC1)C(C)(C)OOC(C)(C)C)C(C)(C)OOC(C)(C)C